NC1=C(C=CC=C1)NC([C@H](COCC1=CC=CC=C1)NC(OC(C)(C)C)=O)=O tert-butyl (S)-(1-((2-aminophenyl)amino)-3-(benzyloxy)-1-oxopropan-2-yl)carbamate